5-[({5-[(2,3-difluoro-6-methoxyphenyl)methoxy]-2-fluoro-4-methoxyphenyl}carbamoyl)amino]-1H-pyrazole-3,4-dicarboxylic acid diethyl ester C(C)OC(=O)C1=NNC(=C1C(=O)OCC)NC(NC1=C(C=C(C(=C1)OCC1=C(C(=CC=C1OC)F)F)OC)F)=O